(2R,5S)-4-(8-cyanoquinolin-5-yl)-N-(6-(2-(4-(2-(2,6-dioxopiperidin-3-yl)-1,3-dioxoisoindolin-5-yl)piperazin-1-yl)ethoxy)pyridin-3-yl)-2,5-dimethylpiperazine-1-carboxamide C(#N)C=1C=CC(=C2C=CC=NC12)N1C[C@H](N(C[C@@H]1C)C(=O)NC=1C=NC(=CC1)OCCN1CCN(CC1)C=1C=C2C(N(C(C2=CC1)=O)C1C(NC(CC1)=O)=O)=O)C